3,5-dibromo-pyrazole BrC1=NNC(=C1)Br